COC1=CC=CC2=C1N=C(O2)NC2=CC=CC=C2 4-methoxybenzoxazolylaniline